3,3-difluoro-1,2-diphenyl-1-propanone FC(C(C(=O)C1=CC=CC=C1)C1=CC=CC=C1)F